FC=1C(NC(N(C1)C1OCCC1)=O)=O 5-fluoro-1-(tetrahydrofuran-2-yl)pyrimidine-2,4(1H,3H)-dione